C(CC)[Si](OCC)(OCC)CC propyl-ethyldiethoxysilane